1,5-diazido-3-nitroazapentan N(=[N+]=[N-])NCC(CCN=[N+]=[N-])[N+](=O)[O-]